C(C)(=O)C1=NC(=CN=C1)C 2-Acetyl-6-methylpyrazine